Tert-butyl 4-(1-(4-(2,6-bis(benzyloxy)pyridin-3-yl)-3,5-difluorophenyl)piperidin-4-yl)-3-oxopiperazine-1-carboxylate C(C1=CC=CC=C1)OC1=NC(=CC=C1C1=C(C=C(C=C1F)N1CCC(CC1)N1C(CN(CC1)C(=O)OC(C)(C)C)=O)F)OCC1=CC=CC=C1